C(C1=CC=CC=C1)OC1=CC(=C(C(=O)N2[C@@H](C[C@@H](C2)F)C(=O)OC)C=C1OC)[N+](=O)[O-] methyl (2S,4S)-1-(4-(benzyloxy)-5-methoxy-2-nitrobenzoyl)-4-fluoropyrrolidine-2-carboxylate